tert-butyl (S)-(5-((3-chloro-2-(dimethylcarbamoyl)-6-nitrophenyl)amino)hexyl)carbamate ClC=1C(=C(C(=CC1)[N+](=O)[O-])N[C@H](CCCCNC(OC(C)(C)C)=O)C)C(N(C)C)=O